1-(cyclopropanecarbonyl)pyrrolidin C1(CC1)C(=O)N1CCCC1